2-[4-fluoro-1-oxo-6-[4-(4-piperidinyloxy)phenyl]Isoindolin-2-yl]-N-Thiazol-2-yl-acetamide FC1=C2CN(C(C2=CC(=C1)C1=CC=C(C=C1)OC1CCNCC1)=O)CC(=O)NC=1SC=CN1